CN1CCN(CC1)C1=NC=CC(=N1)C=1C=NC2=CC=CC=C2C1 3-(2-(4-methylpiperazin-1-yl)pyrimidin-4-yl)quinoline